C(CCC)NC=1C=2C(N=C(N1)Cl)=CN(N2)CC2=C(C=C(CN(CCCCNC(CCCCCCCCCCCCCCCCC)=O)C)C=C2OC)OC N-(4-((4-((7-(butylamino)-5-chloro-2H-pyrazolo[4,3-d]pyrimidin-2-yl)methyl)-3,5-dimethoxybenzyl)(methyl)amino)butyl)stearamide